dodecylsulfonic acid tetraethylphosphonium salt C(C)[P+](CC)(CC)CC.C(CCCCCCCCCCC)S(=O)(=O)[O-]